N1=CC=C(C=C1)C1=CC=C(C=C1)C1=CC(=C(S1)C(=O)N[C@@H]1CN(CCC1)C(=O)OC(C)(C)C)NC(=O)N tert-butyl (S)-3-(5-(4-(pyridin-4-yl)phenyl)-3-ureidothiophene-2-carboxamido)piperidine-1-carboxylate